OC=1C=CC=2N(C1)C=C(N2)C(=O)OCC ethyl 6-hydroxyimidazo[1,2-a]pyridine-2-carboxylate